3-(3,5-difluorophenyl)-2-[4-((E)-3-iodopropenyl)phenyl]-4-methyl-7-(tetrahydro-pyran-2-yloxy)-2H-chromene FC=1C=C(C=C(C1)F)C=1C(OC2=CC(=CC=C2C1C)OC1OCCCC1)C1=CC=C(C=C1)\C=C\CI